BrC=1N=CC2=CC=C(C=C2C1)F 3-bromo-6-fluoro-isoquinoline